CC1=C(C(=C(C(=N1)C=O)Cl)CC(=O)N1[C@H]([C@H]2CCC[C@H]([C@@H]2CC1)[C@@H](C(F)(F)F)O)C)Cl methyl-4-[2-[(1S,4aR,5R,8aS)-1-methyl-5-[(1S)-2,2,2-trifluoro-1-hydroxy-ethyl]-3,4,4a,5,6,7,8,8a-octahydro-1H-isoquinolin-2-yl]-2-oxo-ethyl]-3,5-dichloro-pyridine-2-carbaldehyde